2-methyl-1-(4-(4,4,5,5-tetramethyl-1,3,2-dioxaborolan-2-yl)-3,6-dihydropyridin-1(2H)-yl)propan-2-yl formate C(=O)OC(CN1CCC(=CC1)B1OC(C(O1)(C)C)(C)C)(C)C